CN1N=C(C=C1)C=1C(=NC(=NC1)SC)NC1CCC(CC1)O (1r,4r)-4-((5-(1-methyl-1H-pyrazol-3-yl)-2-(methylthio)pyrimidin-4-yl)amino)cyclohexan-1-ol